O=C(CCCN1C(C2=CC=CC=C2C1=O)=O)C 2-(4-oxopentyl)isoindoline-1,3-dione